1-(tert-butyl) 2-methyl (2R,5S)-5-(((1r,4S)-4-(benzylamino)cyclohexyl)methyl)pyrrolidine-1,2-dicarboxylate C(C1=CC=CC=C1)NC1CCC(CC1)C[C@@H]1CC[C@@H](N1C(=O)OC(C)(C)C)C(=O)OC